BrC=1C(=C(C=CC1)C1=NC(=C(C=O)C=C1)C(F)(F)F)Cl 6-(3-bromo-2-chlorophenyl)-2-(trifluoromethyl)nicotinaldehyde